2-(4-chloro-5-((dimethylamino)methyl)-6-oxopyridazin-1(6H)-yl)-N-(4-methyl-3-(N-(2-(pyridin-2-yl)ethyl)sulfamoyl)phenyl)acetamide ClC=1C=NN(C(C1CN(C)C)=O)CC(=O)NC1=CC(=C(C=C1)C)S(NCCC1=NC=CC=C1)(=O)=O